4-methylpiperidinyllithium CC1CCN(CC1)[Li]